Cl.N1(CCCCC1)C1CC(C1)N1C(C2(CCN(CC2)C(=O)C2CCNCC2)C2=CC=CC=C12)=O 1-((1s,3s)-3-(piperidin-1-yl)cyclobutyl)-1'-(piperidine-4-carbonyl)spiro[indoline-3,4'-piperidin]-2-one hydrochloride